α-[[(3-Methylcyclopentyl)amino]methyl]-3-pyridinemethanol CC1CC(CC1)NCC(O)C=1C=NC=CC1